ethyl 5-(4-chlorobenzyl)-3-((isoquinoline-1-carboxamido)methyl)-4,5-dihydroisoxazole-5-carboxylate ClC1=CC=C(CC2(CC(=NO2)CNC(=O)C2=NC=CC3=CC=CC=C23)C(=O)OCC)C=C1